((2R,3R,4R,5R,6R)-2,4,5-trihydroxy-6-(hydroxymethyl)tetrahydro-2H-pyran-3-yl)acetamide O[C@@H]1O[C@@H]([C@@H]([C@@H]([C@H]1CC(=O)N)O)O)CO